C(C=C)OC1=CC=C(C=C1)C1=NOC(=N1)N1CCN(CC1)C(=O)NCC1CN(CC1)CC1=CC=C(C=C1)C 4-(3-(4-(allyloxy)phenyl)-1,2,4-oxadiazol-5-yl)-N-((1-(4-methylbenzyl)pyrrolidin-3-yl)methyl)piperazine-1-carboxamide